C(C(=C)C)(=O)OCC(COCCC[Si](O[Si](C)(C)C)(O[Si](C)(C)C)C)O 3-(3-(1,1,1,3,5,5,5-heptamethyltrisiloxan-3-yl) propoxy)-2-hydroxypropyl methacrylate